C1(=CC(=CC=C1)CC1N(CC2(CC2)C1NS(=O)(=O)CC)C(=O)N1CCC1)C1=CC=CC=C1 N-(6-([1,1'-biphenyl]-3-ylmethyl)-5-(azetidine-1-carbonyl)-5-azaspiro[2.4]heptan-7-yl)ethanesulfonamide